C(OOP(=O)(OC1=CC=C(C=C1)C(C)(C)C)OC[C@H]1O[C@@]([C@@H]([C@@H]1O)O)(C#N)C1=CC=C2C(=NC=NN21)N)(OC(C)C)=O (((((2R,3S,4R,5R)-5-(4-aminopyrrolo[2,1-f][1,2,4]triazin-7-yl)-5-cyano-3,4-dihydroxytetrahydrofuran-2-yl) methoxy) (4-tert-butylphenoxy) phosphoryl) oxy) isopropyl carbonate